4-(3-((((1S,2S)-2-aminocyclopropyl)methyl)amino)-1-(4-methoxyphenyl)-1H-pyrazol-5-yl)-2-fluorobenzonitrile N[C@@H]1[C@@H](C1)CNC1=NN(C(=C1)C1=CC(=C(C#N)C=C1)F)C1=CC=C(C=C1)OC